C/C(/CO)=C\[C@@H]([C@H](CC1=CC=CC=C1)OC)C (4S,5S,2E)-2,4-dimethyl-5-methoxy-6-phenylhex-2-en-1-ol